NCCCCCCN(CCCCCCN)CCCCCCN tris(6-aminohexyl)amine